N-(6-(3'-(4-(tert-butyl)piperazin-1-yl)-5-fluoro-2-hydroxy-[1,1'-biphenyl]-3-yl)pyridin-3-yl)acetamide C(C)(C)(C)N1CCN(CC1)C=1C=C(C=CC1)C1=C(C(=CC(=C1)F)C1=CC=C(C=N1)NC(C)=O)O